1-ethyl-4-(piperidin-4-yl)-1,4-dihydropyrido[2,3-b]pyrazine-2,3-dione dihydrochloride Cl.Cl.C(C)N1C2=C(N(C(C1=O)=O)C1CCNCC1)N=CC=C2